ClCCCCC1=CN(C2=CC=C(C=C12)C#N)C(C)C 3-(4-chlorobutyl)-5-cyano-N-isopropylindole